[Na+].C(C=1C(O)=CC=CC1)(=O)[O-] Salicylic acid, sodium salt